9-tert-butyl-2,5-dimethyl-3,4-dihydro-2H-pyrano[2,3-b]quinoline C(C)(C)(C)C=1C=CC=C2C(=C3C(=NC12)OC(CC3)C)C